C1(CCCCC1)C1=CC=C(C=C1)NC=1C2=C(N=C(N1)C=1CCOCC1)CN(C2)CC(=O)N(C)C 2-(4-((4-cyclohexylphenyl)amino)-2-(3,6-dihydro-2H-pyran-4-yl)-5,7-dihydro-6H-pyrrolo[3,4-d]pyrimidin-6-yl)-N,N-dimethylacetamide